4-(2-(4-methylpiperazin-1-yl)-5-nitrophenyl)pyrimidine-4,5-diamine CN1CCN(CC1)C1=C(C=C(C=C1)[N+](=O)[O-])C1(NC=NC=C1N)N